C1(CC1)N1C=C2C(=NN(C(C2=CC1=O)=O)CCNC(OCC1=CC=CC=C1)=O)O benzyl (2-(6-cyclopropyl-4-hydroxy-1,7-dioxo-6,7-dihydropyrido[3,4-d]pyridazin-2(1H)-yl)ethyl)carbamate